ethyl ((6-(2,2'-dichloro-3'-(1,5-dimethyl-4,5,6,7-tetrahydro-1H-imidazo[4,5-c]pyridine-2-carboxamido)-[1,1'-biphenyl]-3-yl)-2-methoxypyridin-3-yl)methyl)glycinate ClC1=C(C=CC=C1C1=CC=C(C(=N1)OC)CNCC(=O)OCC)C1=C(C(=CC=C1)NC(=O)C=1N(C2=C(CN(CC2)C)N1)C)Cl